C/C(=C/C=C/C=C\CO)/CC\C=C(\CCC=C(C)C)/C (2Z,4E,6Z,10E)-7,11,15-trimethylhexadeca-2,4,6,10,14-pentaen-1-ol